C(N)(=N)CCCC(=O)O 4-carbamimidoyl-butanoic acid